FC=1C=C(C=C(C1)F)C1OP(OCC1)(OC1=CC=C(C=C1)[N+](=O)[O-])=O (±)-4-(3,5-difluorophenyl)-2-(4-nitrophenoxy)-1,3,2-dioxaphosphinane 2-oxide